chloro-[1,1'-biphenyl]-4-sulfonyl chloride ClC1=C(C=CC(=C1)S(=O)(=O)Cl)C1=CC=CC=C1